FC1([C@@H](CN(C1)C1=NOC(C1)C1=NC=C(C=C1C1=C(C=C(C=C1F)F)F)F)NS(=O)(=O)C)F N-[(3R)-4,4-difluoro-1-{5-[5-fluoro-3-(2,4,6-trifluorophenyl)pyridin-2-yl]-4,5-dihydro-1,2-oxazol-3-yl}pyrrolidin-3-yl]methanesulfonamide